N-(3-chloro-5-(methylsulfonyl)phenyl)-5-(5-(3-fluoroazetidin-1-yl)pyridin-2-yl)-1-methyl-1H-pyrrole-3-carboxamide ClC=1C=C(C=C(C1)S(=O)(=O)C)NC(=O)C1=CN(C(=C1)C1=NC=C(C=C1)N1CC(C1)F)C